COC1=C2C=CC=NC2=C(C=N1)O 5-methoxy-1,6-naphthyridin-8-ol